C(#N)C1=C(C=C(C=C1)N1C(N(C2(CCC2)C1=O)C1=CC=C(C=C1)CCC(=O)NC)=S)C(F)(F)F 3-{4-[7-(4-cyano-3-trifluoromethylphenyl)-8-oxo-6-thioxo-5,7-diaza-spiro[3.4]oct-5-yl]-phenyl}-N-methyl-propionamide